2-(6-(7,8-dimethyl-3-(trifluoromethyl)-[1,2,4]triazolo[4,3-b]pyridazin-6-yl)-5,6,7,8-tetrahydro-1,6-naphthyridin-3-yl)propan-2-ol CC1=C(C=2N(N=C1N1CC=3C=C(C=NC3CC1)C(C)(C)O)C(=NN2)C(F)(F)F)C